1-(3-(4-((4-([1,2,4]triazolo[1,5-a]pyridin-7-yloxy)-3-chloro-2-fluorophenyl)amino)pyrido[3,2-d]pyrimidin-6-yl)-3,8-diazabicyclo[3.2.1]octan-8-yl)prop-2-en-1-one N=1C=NN2C1C=C(C=C2)OC2=C(C(=C(C=C2)NC=2C1=C(N=CN2)C=CC(=N1)N1CC2CCC(C1)N2C(C=C)=O)F)Cl